The molecule is a dibenzooxepine that is 10,11-dihydrodibenzo[b,f]oxepine substituted by methoxy groups at positions 6 and 9, methyl group at position 7 and hydroxy groups at positions 1 and 8 respectively. It is isolated from the root extract of Bauhinia purpurea and exhibits antimalarial, antimycobacterial, antifungal, anti-inflammatory and cytotoxic activities. It has a role as a metabolite, an antimycobacterial drug, an antimalarial, an antifungal agent, a cyclooxygenase 2 inhibitor and an anti-inflammatory agent. It is a dibenzooxepine, an aromatic ether and a polyphenol. CC1=C(C(=C2CCC3=C(C=CC=C3OC2=C1OC)O)OC)O